(3S)-3-(3',3'-difluoro-1'-((1-methyl-1H-indazol-6-yl)methyl)-3-oxo-1,3,7,8-tetrahydro-2H-spiro[cyclopenta[e]isoindole-6,4'-piperidin]-2-yl)piperidine-2,6-dione FC1(CN(CCC12CCC=1C=3CN(C(C3C=CC12)=O)[C@@H]1C(NC(CC1)=O)=O)CC1=CC=C2C=NN(C2=C1)C)F